(4-hydroxyphenyl)dimethylsulfonium trifluoromethanesulfonate salt FC(S(=O)(=O)[O-])(F)F.OC1=CC=C(C=C1)[S+](C)C